NC1=NC(=CC(=N1)N1CCC2(C[C@H](NC2)C(=O)OCC)CC1)O[C@@H](C(F)(F)F)C1=C(C=C(C=C1)C1=CC=C2C=CC=NC2=C1)N1N=C(C=C1)C (S)-ethyl 8-(2-amino-6-((R)-2,2,2-trifluoro-1-(2-(3-methyl-1H-pyrazol-1-yl)-4-(quinolin-7-yl)phenyl)ethoxy)pyrimidin-4-yl)-2,8-diazaspiro[4.5]decane-3-carboxylate